[Si](C)(C)(C(C)(C)C)O[C@H]1[C@@H](CNC[C@@H]1C)NC(OC(C)(C)C)=O tert-butyl ((3R,4R,5S)-4-{[tert-butyl(dimethyl)silyl]oxy}-5-methylpiperidin-3-yl)carbamate